N-((6-fluoro-4-iodopyridin-3-yl)methyl)-N-methylbutan-3-enamide FC1=CC(=C(C=N1)CN(C(CC=C)=O)C)I